NC1=NC=CC=C1C1=NC=2C(=NC(=CC2)N2N=CC=C2)N1C=1C=C2CC[C@@H](C2=CC1)NC(=O)C=1C=C(C=CC1)NC(OC(C)(C)C)=O tert-butyl (S)-(3-((5-(2-(2-aminopyridin-3-yl)-5-(1H-pyrazol-1-yl)-3H-imidazo[4,5-b]pyridin-3-yl)-2,3-dihydro-1H-inden-1-yl)carbamoyl)phenyl)carbamate